N-(3,3-difluorocyclobutyl)-5-(2-(((1-fluorocyclopropyl)methyl)amino)-7H-pyrrolo[2,3-d]pyrimidin-5-yl)pyrazolo[1,5-a]pyridine-3-carboxamide FC1(CC(C1)NC(=O)C=1C=NN2C1C=C(C=C2)C2=CNC=1N=C(N=CC12)NCC1(CC1)F)F